ClC1=C(C=CC=C1)[C@H]1CC[C@H](N1C(=O)C1=CC=C(C=C1)C1=C(C=C(C(=C1)OC)OC)C#N)C(=O)O (2S,5R)-5-(2-chlorophenyl)-1-(2'-cyano-4',5'-dimethoxy-[1,1'-biphenyl]-4-carbonyl)pyrrolidine-2-carboxylic acid